(R)-1-((1R,4R)-4-(dibenzylamino)cyclohexyl)ethane-1-ol C(C1=CC=CC=C1)N(C1CCC(CC1)[C@@H](C)O)CC1=CC=CC=C1